(1R,3R,4R)-N-((R)-1-cyano-2-((R)-2-oxopyrrolidin-3-yl)ethyl)-2-((R)-3-cyclopropyl-2-((5-methylpyridin-3-yl)amino)propanoyl)-5,5-difluoro-2-azabicyclo[2.2.2]octane-3-carboxamide C(#N)[C@@H](C[C@@H]1C(NCC1)=O)NC(=O)[C@@H]1N([C@H]2CC([C@@H]1CC2)(F)F)C([C@@H](CC2CC2)NC=2C=NC=C(C2)C)=O